racemic-4-ethyl-2-(7-fluoro-4-isopropyl-2-(o-tolyl)-1,2,3,4-tetrahydroquinoline-6-yl)-5-(hydroxymethyl)-2,4-dihydro-3H-1,2,4-triazol-3-one C(C)N1C(N(N=C1CO)C=1C=C2C(CC(NC2=CC1F)C1=C(C=CC=C1)C)C(C)C)=O